OC1CN(C1)C(CC=1C=C2C=CC(=NC2=CC1)C1=CC=CC=C1)=O 1-(3-hydroxyazetidine-1-yl)-2-(2-phenylquinoline-6-yl)ethane-1-one